4-(1H-imidazol-1-yl)-2-butenoic acid N1(C=NC=C1)CC=CC(=O)O